CN[C@@H]1CCCCC=2NC(C3=CC=CC=C3C21)=O |r| racemic-11-(methylamino)-6,7,8,9,10,11-hexahydrocyclohepta[c]isoquinolin-5-one